2-bromo-4-chloro-N'-(trifluoroacetyl)benzoyl-hydrazine BrC1=C(C(=O)NNC(C(F)(F)F)=O)C=CC(=C1)Cl